2,4,6-tris(4-methylphenyl)-pyrylium CC1=CC=C(C=C1)C1=[O+]C(=CC(=C1)C1=CC=C(C=C1)C)C1=CC=C(C=C1)C